(S)-2-{[(2r,3r,4r,5r)-5-(2,4-dioxo-3,4-dihydro-2H-pyrimidin-1-yl)-4-fluoro-3-hydroxy-4-methyl-tetrahydro-furan-2-ylmethoxy]-phenoxy-phosphorylamino}-propionic acid pentyl ester C(CCCC)OC([C@H](C)N=P(=O)OC1=C(C=CC=C1)OC[C@H]1O[C@H]([C@]([C@@H]1O)(C)F)N1C(NC(C=C1)=O)=O)=O